ClC1=C(C(=CC=C1Cl)O)[C@H]1C[C@@H]2N(C(CN(C2)C2COCC2O)=O)C1 (7R,8aS)-7-(2,3-dichloro-6-hydroxyphenyl)-2-(4-hydroxyoxolan-3-yl)-hexahydropyrrolo[1,2-a]pyrazin-4-one